CN(C1=NC(=CC(=N1)N1CCOCC1)N1N=C(C=C1)C=1C=C(C=CC1)C)C N,N-dimethyl-4-morpholino-6-(3-(m-tolyl)-1H-pyrazol-1-yl)pyrimidin-2-amine